hydroxyethyn OC#C